N-(4-(methoxymethyl)cyclohexyl)-2-(thiazol-5-yl)pyrimidine-4-carboxamide COCC1CCC(CC1)NC(=O)C1=NC(=NC=C1)C1=CN=CS1